C(C)OC(OCC)(OCC)[SiH3] triethyloxymethylsilane